4-(bromomethyl)-3-nitro-Benzoic acid methyl ester COC(C1=CC(=C(C=C1)CBr)[N+](=O)[O-])=O